7,9-Difluoro-8-[1-(2-methoxy-ethyl)-1H-indol-4-yl]-1,4,4-trimethyl-5H-[1,2,4]triazolo[4,3-a]quinoxaline FC=1C=C2NC(C=3N(C2=C(C1C1=C2C=CN(C2=CC=C1)CCOC)F)C(=NN3)C)(C)C